N,N,N-Trimethylhydroxylammonium (2-((S)-1-(2,3-difluorobenzyl)-5-oxopyrrolidin-2-yl)acetyl)-L-valinate FC1=C(CN2[C@@H](CCC2=O)CC(=O)N[C@@H](C(C)C)C(=O)[O-])C=CC=C1F.C[N+](C)(C)O